(S,Z)-4-(2-(Hydroxymethyl)-4-(methoxyimino)pyrrolidine-1-carbonyl)-2',3'-dimethyl-N-(oxetan-3-yl)-[1,1'-biphenyl]-2-carboxamide OC[C@H]1N(C\C(\C1)=N/OC)C(=O)C=1C=C(C(=CC1)C1=C(C(=CC=C1)C)C)C(=O)NC1COC1